(3S)-3-fluoro-N-[7-methoxy-4-(1-methyl-1H-pyrazol-4-yl)-1H-1,3-benzodiazol-2-yl]pyrrolidine-1-carboxamide F[C@@H]1CN(CC1)C(=O)NC1=NC2=C(N1)C(=CC=C2C=2C=NN(C2)C)OC